CC(C)(CCC(C)(OOC(C)(C)C)C)OOC(C)(C)C 2,5-dimethyl-2,5-di(T-butylperoxy)hexane